FC(OC=1C=C(C=CC1)N1C(N(C2=C1C=CC(=C2)C(=O)O)C(C)C)=O)F 1-(3-(difluoromethoxy)phenyl)-3-isopropyl-2-oxo-2,3-dihydro-1H-benzo[d]imidazole-5-carboxylic acid